5-[4-[[5-[(dimethylamino)methyl]pyrimidin-2-yl]amino]cyclohexoxy]-7-morpholino-1,6-naphthyridin-3-ol CN(C)CC=1C=NC(=NC1)NC1CCC(CC1)OC1=C2C=C(C=NC2=CC(=N1)N1CCOCC1)O